N1(C=NC2=C1C=CC=C2)CON2C(CCC2=O)=O 1-((1H-benzimidazole-1-yl)methoxy)pyrrolidine-2,5-dione